ClC1=CC=C2C(=CNC2=C1N1N=CC=N1)S(=O)(=O)NC1=NC(=C(C(=N1)OC)OC(C(F)F)([2H])[2H])OC 6-chloro-N-[5-(1,1-dideuterio-2,2-difluoro-ethoxy)-4,6-dimethoxy-pyrimidin-2-yl]-7-(triazol-2-yl)-1H-indole-3-sulfonamide